C1(=CC=CC=C1)OC(\C(=C/C(=O)OC1=CC=CC=C1)\N1CCN(CC1)CCCl)=O 2-(4-(2-chloroethyl)piperazin-1-yl)maleic acid diphenyl ester